OC([C@H]([C@@H](C(=O)[O-])OC(C1=CC=C(C=C1)C)=O)OC(C1=CC=C(C=C1)C)=O)=O (2S,3S)-4-hydroxy-2,3-bis[(4-methylbenzoyl)oxy]-4-oxo-butanoate